O=C1NC(CC[C@H]1N1CCC2=C(C=CC=C12)N1CCC(CC1)N(C(OC(C)(C)C)=O)C)=O tert-butyl N-[1-[1-[(3R)-2,6-dioxo-3-piperidyl]indolin-4-yl]-4-piperidyl]-N-methyl-carbamate